O.[Cl-].C(=O)(O)C1=CC=C(C=C1)[C@H]1[NH+](CC[C@@H](C1)OCC)CC1=C2C=CNC2=C(C=C1OC)C (2S,4S)-2-(4-carboxyphenyl)-4-ethoxy-1-[(5-methoxy-7-methyl-1H-indol-4-yl)methyl]piperidin-1-ium chloride monohydrate